COC1=C(C=C(C=C1)OC(F)(F)F)NC(N(C1CC2(CN(C2)C(=O)C2=C3N(N=C2)C=CN3C)C1)C)=O 3-(2-methoxy-5-(trifluoromethoxy)phenyl)-1-methyl-1-(2-(1-methyl-1H-imidazo[1,2-b]pyrazole-7-carbonyl)-2-azaspiro[3.3]heptan-6-yl)urea